1-(4-((4-(5-(1H-pyrazol-4-yl)pyrimidin-2-yl)-3-hydroxyphenyl)(methyl)amino)-2,2,6,6-tetramethylpiperidin-1-yl)-3-aminopropan-1-one N1N=CC(=C1)C=1C=NC(=NC1)C1=C(C=C(C=C1)N(C1CC(N(C(C1)(C)C)C(CCN)=O)(C)C)C)O